C(C)(C)C1=C(C(=CC=C1)C(C)C)C=1C=NN(C1)C=1C=C(C=CC1)N1B(C=CC=C1)C1=CC(=CC=C1)N1N=CC(=C1)C1=C(C=CC=C1C(C)C)C(C)C 1,2-bis(3-(4-(2,6-diisopropylphenyl)-1H-pyrazol-1-yl)phenyl)-1,2-dihydro-1,2-azaborinine